1-(3,4-dimethyl-2-phenyl-2H-pyrazolo[3,4-d]pyridazin-7-yl)-N-(2-(2-methylpiperidin-1-yl)ethyl)piperidine-4-carboxamide CC=1N(N=C2C(=NN=C(C21)C)N2CCC(CC2)C(=O)NCCN2C(CCCC2)C)C2=CC=CC=C2